C1N(CCC2=CC=CC=C12)CC=1OC=C(C(C1)=O)OCC1=CC=C(C=C1)C(C)(C)O 2-((3,4-dihydroisoquinolin-2(1H)-yl)methyl)-5-((4-(2-hydroxypropan-2-yl)benzyl)oxy)-4H-pyran-4-one